2-amino-4-(6-(bis(4-methoxybenzyl)amino)-4-methyl-3-(trifluoromethyl)pyridin-2-yl)-3,6-difluoro-5-(3-hydroxypropyl)benzoic acid methyl ester COC(C1=C(C(=C(C(=C1F)CCCO)C1=NC(=CC(=C1C(F)(F)F)C)N(CC1=CC=C(C=C1)OC)CC1=CC=C(C=C1)OC)F)N)=O